CN1N=CC(=C1)C1=NN(C(=C1C)NC(=O)N[C@@H]1CN(C[C@H]1C1=CC=C(C=C1)C)CCOC)C1=CC=CC=C1 1-(1',4-dimethyl-1-phenyl-1h,1'h-[3,4'-bipyrazole]-5-yl)-3-((3s,4r)-1-(2-methoxyethyl)-4-(p-tolyl)pyrrolidin-3-yl)urea